BrC1=CC(=C(C(=C1)CNC1(CC1)CO)O)Cl 4-Bromo-2-chloro-6-(((1-(hydroxymethyl)cyclopropyl)amino)methyl)phenol